6-bromo-8-fluoro-2-methyl-4-(2-methyl-2H-tetrazol-5-yl)quinazoline lithium phosphorus iron [Fe].[P].[Li].BrC=1C=C2C(=NC(=NC2=C(C1)F)C)C=1N=NN(N1)C